[4-(4,5-dimethylpyrimidin-2-yl)piperidine-1-carbonyl]-6-methyl-N-(1-methylcyclopropyl)furo[2,3-d]pyrimidin-4-amine CC1=NC(=NC=C1C)C1CCN(CC1)C(=O)C=1N=C(C2=C(N1)OC(=C2)C)NC2(CC2)C